6-fluoro-3-methyl-2-((5-(trifluoromethyl)pyridin-2-yl)methyl)naphthalene-1,4-dione FC=1C=C2C(C(=C(C(C2=CC1)=O)CC1=NC=C(C=C1)C(F)(F)F)C)=O